(R)-tert-butyl (2-(7-acetyl-5-(3-methylmorpholinyl)-3-(1H-pyrazol-5-yl)-1H-pyrazolo[4,3-b]pyridin-1-yl)ethyl)carbamate C(C)(=O)C1=C2C(=NC(=C1)N1[C@@H](COCC1)C)C(=NN2CCNC(OC(C)(C)C)=O)C2=CC=NN2